C(C1=CC=CC=C1)(C1=CC=CC=C1)C1=CC=C(C2=CC=CC=C12)NC(C1=CC=CC=C1)=O N-(4-benzhydryl-naphthalen-1-yl)benzamide